3-((6-(2-Aminopyridin-4-yl)-1-oxoisoquinolin-2(1H)-yl)methyl)-5-fluoro-N-(1-methyl-1H-pyrazol-3-yl)benzamide NC1=NC=CC(=C1)C=1C=C2C=CN(C(C2=CC1)=O)CC=1C=C(C(=O)NC2=NN(C=C2)C)C=C(C1)F